methyl α-cyano-β-methyl-p-methoxycinnamate C(#N)C(C(=O)OC)=C(C1=CC=C(C=C1)OC)C